N1C(=NC=C1)C=O 1H-imidazole-2-carbaldehyde